glycidyl neodecaneoate C(CCCCCC(C)(C)C)(=O)OCC1CO1